(2-((1-(tert-butoxycarbonylamino) propan-2-yl) oxy)-5-fluoropyridin-3-ylmethyleneamino)-7-(dibenzylamino)-6-phenylpyrazolo[1,5-a]pyrimidine-3-carboxylate C(C)(C)(C)OC(=O)NCC(C)OC1=NC=C(C=C1C=NC1=NN2C(N=CC(=C2N(CC2=CC=CC=C2)CC2=CC=CC=C2)C2=CC=CC=C2)=C1C(=O)[O-])F